sodium chloride-sodium salt [Na+].[Cl-].[Na+].[Cl-]